C(C)C=1SC(=C(N1)C1=CC=CC=C1)OC1=CC(=NC=C1)C1(CC=C(C=C1)NCCN1CCCC1)N 1-(4-((2-ethyl-4-phenylthiazol-5-yl)oxy)pyridin-2-yl)-N4-(2-(pyrrolidin-1-yl)ethyl)Benzene-1,4-diamine